ClC1=CC=C(N=N1)N1CC[C@H]2[C@@H]1CN(CC2)CC (3aS,7aR)-1-(6-chloropyridazin-3-yl)-6-ethyl-3,3a,4,5,7,7a-hexahydro-2H-pyrrolo[2,3-c]pyridine